1-[4-(2,6-diazaspiro[3.3]heptan-2-yl)-2-fluoro-phenyl]hexahydropyrimidine-2,4-dione trifluoroacetate salt FC(C(=O)O)(F)F.C1N(CC12CNC2)C2=CC(=C(C=C2)N2C(NC(CC2)=O)=O)F